C(=O)C1(CC1)CNC(OC(C)(C)C)=O.[Sn].[Al] aluminum tin tert-butyl ((1-formylcyclopropyl)methyl)carbamate